O=C1NC(CC[C@@H]1N1C(C2=CC=C(C=C2C1)N1CCC(CC1)C=O)=O)=O 1-{2-[(3S)-2,6-Dioxopiperidin-3-yl]-1-oxo-2,3-dihydro-1H-isoindol-5-yl}piperidine-4-carbaldehyde